C/C(=C\\[C@H]1[C@@H](CC2=CNC3=CC=CC1=C23)NC)/C=O The molecule is an enal resulting from the oxidation of the primary alcohol group of chanoclavine-I to the corresponding aldehyde. It is an enal, an organic tricyclic compound, a secondary amino compound and an ergot alkaloid. It derives from a chanoclavine-I. It is a conjugate base of a chanoclavine-I aldehyde(1+).